(R)-4-(1,2-dihydroxyethyl)-6-(4-((7-fluoro-1-methyl-1H-indazol-4-yl)oxy)phenyl)pyridinecarbonitrile O[C@@H](CO)C1=CC(=NC(=C1)C1=CC=C(C=C1)OC1=C2C=NN(C2=C(C=C1)F)C)C#N